Cl.NCC=1C(NC(=CC1SC)C)=O 3-(aminomethyl)-6-methyl-4-(methylsulfanyl)-1H-pyridin-2-one hydrochloride